CN1C=C(N=C(C1=O)NC1=CC(=C(C=C1)N1[C@H](CN(CC1)C1CCOCC1)C)[N+](=O)[O-])B(O)O 4-methyl-6-([4-[(2S)-2-methyl-4-(oxan-4-yl)piperazin-1-yl]-3-nitrophenyl]amino)-5-oxopyrazin-2-ylboronic acid